C1=CC=C(C=C1)CCC[NH3+] The molecule is a primary ammonium ion that is the conjugate acid of 3-phenylpropylamine, obtained from the protonation of the primary amino group. Major microspecies at pH 7.3. It is a conjugate acid of a 3-phenylpropylamine.